P(=O)([O-])([O-])[O-].[Cl-].C[NH+](C)C.C[NH+](C)C.C[NH+](C)C.C[NH+](C)C trimethyl-ammonium chloride phosphate